BrC1=CC=C(C=C1)[C@@H](C(F)F)N([S@](=O)C(C)(C)C)C (R)-N-[(1S)-1-(4-bromophenyl)-2,2-difluoro-ethyl]-N,2-dimethyl-propane-2-sulfinamide